5-(bicyclo[1.1.1]pentan-1-yl)-3-butyl-8-hydroxy-2-methyl-7-(methylthio)-2,3,4,5-tetrahydrobenzo[f][1,2,5]thiadiazepine 1,1-dioxide C12(CC(C1)C2)N2CC(N(S(C1=C2C=C(C(=C1)O)SC)(=O)=O)C)CCCC